ClC1=C(C(=CC=C1Cl)F)[C@@]1(CN(CC1)C(C=C)=O)NC=1C=CC2=C(N(N=C2C1)CC(=O)NC)C(F)(F)F 2-(6-{[(3S)-3-(2,3-Dichloro-6-fluorophenyl)-1-(prop-2-enoyl)pyrrolidin-3-yl]amino}-3-(trifluoromethyl)indazol-2-yl)-N-methylacetamide